(3-hydroxybicyclo[1.1.1]-pentan-1-yl)(2-(m-tolyl)-pyrrolidin-1-yl)methanone OC12CC(C1)(C2)C(=O)N2C(CCC2)C=2C=C(C=CC2)C